(S)-3-methylamino-1-(thiophene-2-yl)propanol CNCC[C@H](O)C=1SC=CC1